N-(5-(3,5-Difluorobenzyl)-1H-indazol-3-yl)-4-(4-(3-(2-(2,6-dioxopiperidin-3-yl)-1-oxoisoindolin-5-yl)prop-2-yn-1-yl)piperazin-1-yl)benzamide FC=1C=C(CC=2C=C3C(=NNC3=CC2)NC(C2=CC=C(C=C2)N2CCN(CC2)CC#CC=2C=C3CN(C(C3=CC2)=O)C2C(NC(CC2)=O)=O)=O)C=C(C1)F